methylpyrazole-4-carboxylate CC1=NNC=C1C(=O)[O-]